2-fluoro-3,5-di-O-benzyl-D-arabinofuranonic acid F[C@]1(C(O[C@@H]([C@H]1OCC1=CC=CC=C1)COCC1=CC=CC=C1)C(=O)O)O